C(C1CO1)OC METHYL GLYCIDYL ETHER